1-carbonyl-2,3-dihydro-1H-indene-2-sulfonyl fluoride C(=O)=C1C(CC2=CC=CC=C12)S(=O)(=O)F